C(C)/C(/C(=O)O)=C\C(=O)[O-].[Cu+2].C(C)/C(/C(=O)O)=C\C(=O)[O-] copper hydrogen ethyl-fumarate salt